OC(C(C)=O)CC 3-HYDROXY-2-PENTANONE